FC1=CC=C(C=C1)C1CN(CC12CCN(CC2)C([C@@H](C(C)C)NC(=O)C2=NN(C1=CC=CC=C21)C)=O)C N-((2R)-1-(4-(4-fluorophenyl)-2-methyl-2,8-diazaspiro[4.5]decan-8-yl)-3-methyl-1-oxobutan-2-yl)-1-methyl-1H-indazole-3-carboxamide